BrC1=C(C=C(C=C1COC)O)C(\C=C\C=1OC(=CC1)Cl)=O 1-(2-bromo-3-methoxymethyl-5-hydroxyphenyl)-3-(5-chlorofuran-2-yl)-(2E)-2-propen-1-one